[N+](=O)([O-])C1=CC=C(C=C1)S(=O)(=O)OS(=O)(=O)C1=CC=C(C=C1)[N+](=O)[O-] p-nitrobenzenesulfonyl oxide